COC1=C(C=CC(=C1OC)OC)/C=C(\C(=O)C=1C=CC2=C(CC(O2)(C)C)C1)/C(F)(F)F (E)-3-(2,3,4-trimethoxyphenyl)-1-(2,2-dimethyl-2,3-dihydrobenzofuran-5-yl)-2-(trifluoromethyl)prop-2-en-1-one